Chlorine (methoxymethyl)triphenylphosphine COCC1=C(C=CC=C1)P(C1=CC=CC=C1)C1=CC=CC=C1.[Cl]